C(=O)C1=C(OC[C@H]2CN(CCC2)C(=O)OC2=C(C(=CC=C2)O)C=O)C=CC=C1O 2-formyl-3-hydroxyphenyl (3R)-3-(2-formyl-3-hydroxyphenoxymethyl)piperidine-1-carboxylate